5-Formyl-N-(4-((4-isopentylpiperidin-1-yl)sulfonyl)phenyl)-2-(N-methylmethylsulfonamido)benzamide C(=O)C=1C=CC(=C(C(=O)NC2=CC=C(C=C2)S(=O)(=O)N2CCC(CC2)CCC(C)C)C1)N(S(=O)(=O)C)C